(1S,3S,5R)-2-((9,9-difluoro-9H-fluorene-3-carbonyl)glycyl)-5-((3-(dimethylamino)propoxy)methyl)-2-azabicyclo[3.1.0]hexane-3-carboxylic acid FC1(C2=CC=CC=C2C=2C=C(C=CC12)C(=O)NCC(=O)N1[C@H]2C[C@]2(C[C@H]1C(=O)O)COCCCN(C)C)F